O1C(=CC2=C1C=CC=C2)N2C(CN(CC2)C(=O)OC(C)(C)C)=O tert-butyl 4-(benzofuran-2-yl)-3-oxopiperazine-1-carboxylate